ClC=1C=C(C2=C([C@@H](CO2)O)C1)S(=O)(=O)NC1=C(C(=C(C=C1)F)C=1C=C2C=NC(=NC2=C(C1)F)NC1CCN(CC1)C(C)C)F (3S)-5-chloro-N-(2,4-difluoro-3-{8-fluoro-2-[(1-isopropylpiperidin-4-yl)amino]quinazolin-6-yl}phenyl)-3-hydroxy-2,3-dihydro-1-benzofuran-7-sulfonamide